CC1=C(C=CC=C1)[Ni]Cl (2-methylphenyl)nickel (II) chloride